citrate sesquihydrate O.C(CC(O)(C(=O)O)CC(=O)O)(=O)O.O.O.C(CC(O)(C(=O)O)CC(=O)O)(=O)O